1-(3-(dimethylsulfamoyl)benzoyl)-N-((1R)-1-(4-(trifluoromethyl)phenyl)ethyl)-D-prolinamide CN(S(=O)(=O)C=1C=C(C(=O)N2[C@H](CCC2)C(=O)N[C@H](C)C2=CC=C(C=C2)C(F)(F)F)C=CC1)C